C(C)C1=C(C(=C(C(=C1C)CC)CC)CC)O 2,4,5,6-tetraethyl-3-methylphenol